C(C)C1=C(N=C(C(=N1)C(=O)N)NC1=CC(=CC=C1)CCNC(CN(C(C=C)=O)C)=O)N(C)C(C)C 6-ethyl-5-(isopropyl(methyl)amino)-3-((3-(2-(2-(N-methylacrylamido)acetamido)ethyl)phenyl)amino)pyrazine-2-carboxamide